2-benzyl-2-(((2R,3S,4R,5R)-5-(2,4-dioxo-3,4-dihydropyrimidin-1(2H)-yl)-3-ethynyl-3,4-dihydroxytetrahydrofuran-2-yl)methoxy)malonic acid C(C1=CC=CC=C1)C(C(=O)O)(C(=O)O)OC[C@H]1O[C@H]([C@@H]([C@@]1(O)C#C)O)N1C(NC(C=C1)=O)=O